N-(6-chloropyridin-3-yl)-6-((1-methyl-1H-pyrazol-4-yl)methoxy-d2)isoquinolin-1-amine ClC1=CC=C(C=N1)NC1=NC=CC2=CC(=CC=C12)OC([2H])([2H])C=1C=NN(C1)C